10-aminodecan-1-ol NCCCCCCCCCCO